C(C)C1(CS(C2=C(N(C1)C1=CC=CC=C1)C=C(C(=C2)O\C=C(\C(=O)O)/F)SC)(=O)=O)C(C)C (Z)-3-((3-ethyl-3-isopropyl-7-(methylthio)-1,1-dioxido-5-phenyl-2,3,4,5-tetrahydro-1,5-benzothiazepin-8-yl)oxy)-2-fluoroacrylic acid